(S)-6-hydroxy-indanone OC1=CC=C2CCC(C2=C1)=O